Cl.C(C)N(C(C1=C(C=CC(=C1)F)OC1=C(N=CN=N1)N1CC2(CN(C2)[C@H](C(C)C)CCCNC)CC1)=O)C(C)C (S)-N-Ethyl-5-fluoro-N-isopropyl-2-((5-(2-(2-methyl-6-(methylamino)hex-3-yl)-2,6-diazaspiro[3.4]oct-6-yl)-1,2,4-triazin-6-yl)oxy)benzamide hydrochloride